CC(C)N(C)C1=NC=C(C=C1)Br 5-bromo-N-isopropyl-N-methylpyridin-2-amine